O1COC2=C1C=CC(=C2)NC2=NC(=NC1=CC=C(C=C21)NC(C2=CC(=C(C=C2)Cl)Cl)=O)C2=CC=CC1=CC=CC=C21 N-(4-(Benzo[d][1,3]dioxol-5-ylamino)-2-(naphthalen-1-yl)quinazolin-6-yl)-3,4-dichlorobenzamide